C(C)(C)S(=O)(=NC1=CC=C(C=C1)C1=NOC(=N1)C(F)(F)F)C1=CC=C(C=C1)OC isopropyl(4-methoxyphenyl)((4-(5-(trifluoromethyl)-1,2,4-oxadiazol-3-yl)phenyl)imino)-λ6-sulfanone